FCCCN1C[C@H](CC1)OC1=CC=C(C=C1)C1=C(CCC=2C=CC(=CC12)O)C1=C(C=C(C=C1)OC(F)(F)F)F 8-[4-[(3S)-1-(3-Fluoropropyl)pyrrolidin-3-yl]oxyphenyl]-7-[2-fluoro-4-(trifluoromethoxy)phenyl]-5,6-dihydronaphthalin-2-ol